1-(6-((4-((3,4-dichloro-2-fluorophenyl)amino)-7-methoxyquinazolin-6-yl)oxy)-2-azaspiro[3.3]heptan-2-yl)prop-2-en-1-one ClC=1C(=C(C=CC1Cl)NC1=NC=NC2=CC(=C(C=C12)OC1CC2(CN(C2)C(C=C)=O)C1)OC)F